ClC=1N=C(C2=C(N1)C(=C(N=C2)Cl)F)N2CC1CCC(C2)O1 3-{2,7-dichloro-8-fluoropyrido[4,3-d]pyrimidin-4-yl}-8-oxa-3-azabicyclo[3.2.1]octane